(R)-N-(4-(chlorodifluoromethoxy)phenyl)-5-(2-(5-cyanopyrimidin-2-yl)-2,4-dihydropyrazolo[3',4':3,4]cyclopenta[1,2-b]pyridin-7-yl)-6-(3-fluoropyrrolidin-1-yl)nicotinamide ClC(OC1=CC=C(C=C1)NC(C1=CN=C(C(=C1)C=1C=C2C(=NC1)CC=1C2=NN(C1)C1=NC=C(C=N1)C#N)N1C[C@@H](CC1)F)=O)(F)F